2,5-dichloro-4,6-dimethylpyridine-3-carbonitrile ClC1=NC(=C(C(=C1C#N)C)Cl)C